OC1CC(C)(C)C(=C(C1=O)C)\C=C\C(\C)=C\C=C\C(\C)=C\C=C\C=C(/C)\C=C\C=C(/C)\C=C\C1=C(C)C(C(CC1(C)C)O)=O 3,3'-dihydroxy-β-carotene-4,4'-dion